[6-CYCLOPROPYLPYRIMIDIN-2-YL]BORONIC ACID C1(CC1)C1=CC=NC(=N1)B(O)O